N1=C(N=CC=C1)COC1=C(C=CC=C1)C1CCN(CC1)C1CC2(CN(C2)C=O)CC1 (6-(4-(2-(pyrimidin-2-ylmethoxy)phenyl)piperidin-1-yl)-2-azaspiro[3.4]oct-2-yl)methanone